BrC1=C2C=C(C(=NC2=CC(=C1)C)O)C1=CC=C(C=C1)OC 5-bromo-3-(4-methoxyphenyl)-7-methylquinolin-2-ol